5-(5-phenyl-4-(pyridin-2-ylmethylamino)quinazolin-2-yl)nicotinaldehyde C1(=CC=CC=C1)C1=C2C(=NC(=NC2=CC=C1)C=1C=NC=C(C=O)C1)NCC1=NC=CC=C1